(2S,6R)-2-cyclopropyl-4-[4-(2,4-difluorophenyl)-6,7-dimethyl-pteridin-2-yl]-6-[1-(methoxymethyl)pyrazol-4-yl]morpholine C1(CC1)[C@H]1CN(C[C@H](O1)C=1C=NN(C1)COC)C1=NC2=NC(=C(N=C2C(=N1)C1=C(C=C(C=C1)F)F)C)C